5-(2-fluoro-6-methoxyphenyl)-3-(4-(4-(4-methylpiperazin-1-yl)piperidin-1-yl)phenyl)-1H-pyrazolo[4,3-c]pyridazin-6(5H)-one FC1=C(C(=CC=C1)OC)N1N=C2C(=CC1=O)NN=C2C2=CC=C(C=C2)N2CCC(CC2)N2CCN(CC2)C